C1(CCCC1)N1C2=NC(=NC=C2N=C1NC1=CC=CC=C1)NC1=CC=C(C=C1)N1CCC(CC1)N1CCN(CC1)CC1=CC(=C(C=C1)C1C(NC(CC1)=O)=O)F 3-(4-((4-(1-(4-((9-cyclopentyl-8-(phenylamino)-9H-purin-2-yl)amino)phenyl)piperidin-4-yl)piperazin-1-yl)methyl)-2-fluorophenyl)piperidine-2,6-dione